(R/S)-4-(4-((1-(hydroxymethyl)cyclobutyl)amino)-5-oxo-6,7-dihydrothieno[3,2-d]pyrimidin-2-yl)benzonitrile OCC1(CCC1)NC=1C2=C(N=C(N1)C1=CC=C(C#N)C=C1)CC[S@]2=O |r|